I[N-]I diiodoamid